C1(CC1)N1C(C2=CC=C(C=C2C(=C1)N(C=1SC(=C(N1)C1=CC=C(C=C1)F)C#N)C)N1CC2(C1)CC(C2)O)=O 2-((2-cyclopropyl-6-(6-hydroxy-2-azaspiro[3.3]hept-2-yl)-1-oxo-1,2-dihydroisoquinolin-4-yl)(methyl)amino)-4-(4-fluorophenyl)thiazole-5-carbonitrile